2-methyl-3a,6,7,7a-tetrahydro-5H-pyrano[3,2-d]oxazol CC=1OC2C(N1)CCCO2